Cl.C(C)OC([C@@H](N)CC)=O L-homoalanine ethyl ester hydrochloride